CON1N=NC=C1 methoxy-1H-1,2,3-triazole